(S)-8-((3-(3-chloro-2-methylphenyl)pyrrolidin-3-yl)amino)-2-methyl-2,3,4,5-tetrahydro-1H-benzo[c]azepin-1-one ClC=1C(=C(C=CC1)[C@@]1(CNCC1)NC=1C=CC2=C(C(N(CCC2)C)=O)C1)C